C(CCCCCCCC=CCC=CCC=CCC=CCCC)(=O)O 9,12,15,18-Docosatetraenoic acid